C1(CC1)N(C1CN(C2CC2C1)C(=O)NC)CC1=CC(=C(C=C1)OC)OC 4-(cyclopropyl(3,4-dimethoxybenzyl)amino)-N-methyl-2-azabicyclo[4.1.0]heptane-2-carboxamide